NC1=NC(=C(C=C1C=1C=C2CCNC(C2=CC1)=O)C=1C=C2CCNCC2=CC1)F 6-(2-amino-6-fluoro-5-(1,2,3,4-tetrahydroisoquinolin-6-yl)pyridin-3-yl)-3,4-dihydroisoquinolin-1(2H)-one